[GeH](=S)[O-].[Mg+2].[GeH](=S)[O-] magnesium thiogermanate